C[C@H]([C@H](CCCCCCCCCC)O)O (2r,3s)-tridecane-2,3-diol